disodium 6-amino-1,3-naphthalenedisulfonate hydrate O.NC=1C=C2C=C(C=C(C2=CC1)S(=O)(=O)[O-])S(=O)(=O)[O-].[Na+].[Na+]